NCCC=1C=CC(=NC1)C1=C(C=C(C#N)C=C1)CN1C(=NC(=C1)C1=CC(=CC=C1)C)C 4-[5-(2-aminoethyl)pyridin-2-yl]-3-[[2-methyl-4-(3-methylphenyl)imidazol-1-yl]methyl]benzonitrile